ClC=1C(=CC2=C(OCCO2)C1)CC(=O)NC1=CC(=C(C=C1)OC1=CC(=CC=C1)Cl)S(N)(=O)=O 2-(7-chloro-2,3-dihydro-1,4-benzodioxin-6-yl)-N-[4-(3-chlorophenoxy)-3-sulfamoylphenyl]acetamide